BrC=1C=C(C=CC1)C1=NC(=CC=C1)C1=CC(=C(C(=C1)OC)OC)OC 2-(3-bromophenyl)-6-(3,4,5-trimethoxyphenyl)pyridine